7-chloro-indeno[1,2-e][1,3,4]oxadiazine-2,4a(3H,5H)-dicarboxylic acid-4a-methyl ester COC(=O)C12C(=NN(CO1)C(=O)O)C1=CC=C(C=C1C2)Cl